(R)-1-(morpholine-4-carbonyl)-6-azaspiro[2.5]octane-6-carboxylate N1(CCOCC1)C(=O)[C@@H]1CC12CCN(CC2)C(=O)[O-]